FC(C(C(F)(F)F)(C1=CC=C(C=C1)OC1=C(C(=C(C(=C1F)F)CC1C2C=CC(C1)C2)F)F)C2=CC=C(C=C2)OC2=C(C(=C(C(=C2F)F)CC2C1C=CC(C2)C1)F)F)(F)F 5,5'-(((((perfluoropropane-2,2-diyl)bis(4,1-phenylene))bis(oxy))bis(2,3,5,6-tetrafluoro-4,1-phenylene))bis(methylene))bis(bicyclo[2.2.1]hept-2-ene)